CC1=C2C(=C(N(C2=CC(=C1F)F)C)C(=O)OCC1=NC(=C(N=C1N1CCC(CC1)(C1CC1)C(C)N)C)C1=C(C(=NC=C1)Cl)Cl)O (3-(4-(1-aminoethyl)-4-cyclopropylpiperidin-1-yl)-6-(2,3-dichloropyridin-4-yl)-5-methylpyrazin-2-yl)methanol methyl-5,6-difluoro-3-hydroxy-1-methyl-1H-indole-2-carboxylate